C(C)C1=C(C=CC=C1F)NN1C(=CC=2C(NCCC21)=O)C2=C(C=NC=C2)OC[C@@H]2N(CC2)C(C(=C)F)=O [(2-ethyl-3-fluorophenyl)amino]-2-(3-{[(2R)-1-(2-fluoroprop-2-enoyl)azetidin-2-yl]methoxy}pyridin-4-yl)-1H,5H,6H,7H-pyrrolo[3,2-c]pyridin-4-one